(E)-12-(2-octylphenyl)dodec-11-enamide C(CCCCCCC)C1=C(C=CC=C1)/C=C/CCCCCCCCCC(=O)N